2-[3-(4-Methyl-piperazin-1-yl)-propyl]-3-oxo-2,3-dihydro-1H-isoindole-4-carboxylic acid CN1CCN(CC1)CCCN1CC=2C=CC=C(C2C1=O)C(=O)O